BrC1=C(C(=CC(=C1)C)N)N 3-bromo-5-methylbenzene-1,2-diamine